BrC=1C=C2C(=NC(=NC2=C2C1CCC2)C)N[C@H](C)C=2C(=C(C=CC2)C(C=O)(F)F)F (R)-2-(3-(1-((6-bromo-2-methyl-8,9-dihydro-7H-cyclopenta[H]quinazolin-4-yl)amino)ethyl)-2-fluorophenyl)-2,2-difluoroacetaldehyde